(S)-3-((S)-sec-butyl)-4-(2-hydroxyethyl)-1,3,4,5-tetrahydro-2H-benzo[e][1,4]diazepin-2-one [C@H](C)(CC)[C@@H]1N(CC2=C(NC1=O)C=CC=C2)CCO